N-methylhexan-1-amine CNCCCCCC